CN1C(N(C2=C1C(=CC=C2)C2CC(C2)C(=O)N2CCNCC2)C2C(NC(CC2)=O)=O)=O 3-[3-Methyl-2-oxo-4-[3-(piperazine-1-carbonyl)cyclobutyl]benzimidazol-1-yl]piperidine-2,6-dione